COC=1C=C2C(=NC(=NC2=CC1OC)C)NC(C)C=1SC(=CC1)C1=C(C=CC=C1)CN(CC(F)(F)F)C 6,7-dimethoxy-2-methyl-N-{1-[5-(2-{[methyl(2,2,2-trifluoroethyl)amino]methyl}phenyl)thiophen-2-yl]ethyl}quinazolin-4-amine